C(C)(C)(C)OC(=O)N1CCC(CC1)(CO)C(C=1N(C=CC1)S(=O)(=O)C1=CC=C(C)C=C1)O 4-(hydroxy(1-tosyl-1H-pyrrol-2-yl)methyl)-4-(hydroxymethyl)piperidine-1-carboxylic acid tert-butyl ester